methyl 2-bromo-2-(3-bromophenyl)acetate BrC(C(=O)OC)C1=CC(=CC=C1)Br